ClC1=CC2CCC(C1)C2 3-chlorobicyclo[3.2.1]-2-octene